2-(3'-chloro-[1,1'-biphenyl]-3-yl)spiro[fluorene-9,9'-xanthene] ClC=1C=C(C=CC1)C1=CC(=CC=C1)C1=CC2=C(C=C1)C1=CC=CC=C1C21C2=CC=CC=C2OC=2C=CC=CC12